(3-(methylsulfonyl)phenyl)methanol CS(=O)(=O)C=1C=C(C=CC1)CO